C(C1=CC=CC=C1)OCCO[C@@H]1C[C@H](N(C1)C(=O)O)C(=O)O (2S,4R)-4-(2-(benzyloxy)ethoxy)pyrrolidine-1,2-dicarboxylic acid